ClC=1C(=CC(=C(C(=O)NC=2C=C(C=CC2)[S@](=O)(C)=NC(OC(C)(C)C)=O)C1)N1CCC(CC1)C(F)(F)F)C(F)(F)F tert-butyl (R)-((3-(5-chloro-4-(trifluoromethyl)-2-(4-(trifluoromethyl)piperidin-1-yl)benzamido)phenyl)(methyl)(oxo)-λ6-sulfaneylidene)carbamate